(2-chloro-5-(trifluoromethyl)pyrimidin-4-yl)-6-methoxy-1H-indole ClC1=NC=C(C(=N1)N1C=CC2=CC=C(C=C12)OC)C(F)(F)F